2-cyano-N-(4-trifluoromethylphenyl)-acetamide C(#N)CC(=O)NC1=CC=C(C=C1)C(F)(F)F